2-(3-chlorophenyl)-1,4-diphenyl-butane-1,4-dione ClC=1C=C(C=CC1)C(C(=O)C1=CC=CC=C1)CC(=O)C1=CC=CC=C1